FC=1C=CC(=NC1)NC(=O)C=1C=2N(C=C(C1)C=1C=NC=CC1C)N=C(N2)C N-(5-Fluoropyridin-2-yl)-2-methyl-6-(4-methylpyridin-3-yl)-[1,2,4]triazolo[1,5-a]pyridine-8-carboxamide